2-[6-[4-(1-tert-butoxycarbonyl-4-piperidyl)-2-methyl-phenyl]-4-fluoro-1-oxo-isoindolin-2-yl]-2-(6,7-dihydro-5H-pyrrolo[1,2-c]imidazol-1-yl)acetic acid C(C)(C)(C)OC(=O)N1CCC(CC1)C1=CC(=C(C=C1)C1=CC(=C2CN(C(C2=C1)=O)C(C(=O)O)C1=C2N(C=N1)CCC2)F)C